(22E)-3α-hydroxy-5α-campest-22-en-6-one O[C@H]1C[C@@H]2C(C[C@H]3[C@@H]4CC[C@H]([C@@H](/C=C/[C@H](C(C)C)C)C)[C@]4(CC[C@@H]3[C@]2(CC1)C)C)=O